O=C1NC(CCC1C1=NN(C2=CC(=CC=C12)OCC=O)C)=O 2-[3-(2,6-dioxo-3-piperidyl)-1-methyl-indazol-6-yl]oxyacetaldehyde